FC(OC1=C(C=C(C=C1)OC1=CC(=CC=C1)C(=O)N1C[C@@H](CCC1)N(C)C)C1=NN(C=C1NC(=O)C=1C=NN2C1N=CC=C2)C)F |r| N-[3-[2-(difluoromethoxy)-5-[3-[rac-(3R)-3-(dimethylamino)piperidine-1-carbonyl]phenoxy]phenyl]-1-methyl-pyrazol-4-yl]pyrazolo[1,5-a]pyrimidine-3-carboxamide